C[C@@H](C/N=C/C1=NC=CC=C1)CC (R,E)-2-methyl-N-(pyridin-2-ylmethylene)butan-1-amine